C(C(C)(C)C)(=O)ONC(C1=CC(=CC=C1)OC1=C(C=CC=C1)C=C)=O N-(Pivaloyloxy)-3-(2-vinylphenoxy)benzamide